IC1=CC=CC=2C3=C(C=CC=C3C(C12)(C)C)I 1,5-diiodo-9,9-dimethylfluorene